N-(2-piperazinoethyl)ethylenediamine N1(CCNCC1)CCNCCN